4-(3-methyl-2-butenyloxy)benzaldehyde CC(=CCOC1=CC=C(C=O)C=C1)C